ClC1=CC=C(C=C1)C=1N=C(C=2N(C1)C(N(N2)[C@H](CO)C)=O)C=2C=NN(C2)C (S)-6-(4-chlorophenyl)-2-(1-hydroxypropan-2-yl)-8-(1-methyl-1H-pyrazol-4-yl)-[1,2,4]triazolo[4,3-a]pyrazin-3(2H)-one